4-(4-(4-((2,6-dioxa-8-azaspiro[3.5]non-7-en-7-yl)amino)-2,6-difluorophenoxy)-1H-pyrrolo[2,3-b]pyridin-3-yl)-N-(3-methoxypropyl)-N-methylbenzamide C1OCC12COC(=NC2)NC2=CC(=C(OC1=C3C(=NC=C1)NC=C3C3=CC=C(C(=O)N(C)CCCOC)C=C3)C(=C2)F)F